C1(CCCC1)NC=1OC2=C(N1)C=C(C=C2)C2OC(C(O2)(C)C)(C)C N-cyclopentyl-5-(4,4,5,5-tetramethyl-1,3-dioxolan-2-yl)benzo[d]oxazol-2-amine